NC1=NC=CC(=C1F)CC1=CC(=C(N(C1=O)C)NC1=C(C=C(C=C1)I)F)C(=O)OC Methyl 5-[(2-Amino-3-fluoropyridine-4-yl) Methyl]-2-(2-Fluoro-4-iodoanilino)-1-methyl-6-oxopyridine-3-carboxylate